furyl-1,2,4-triazolyliron O1C(=CC=C1)[Fe]C1=NNC=N1